2,5-bis[2-(tetrahydrofuran-2-yl)propan-2-yl]tetrahydrofuran O1C(CCC1)C(C)(C)C1OC(CC1)C(C)(C)C1OCCC1